2-formyl-5-methoxy-4-((tetrahydrofuran-3-yl)oxy)benzoic acid C(=O)C1=C(C(=O)O)C=C(C(=C1)OC1COCC1)OC